L-4-aminobenzhydrazide NC1=CC=C(C(=O)NN)C=C1